CN1CCN(CC1)C1=NC(=NC(=N1)N1CCN(CC1)C)N1CCN(CC1)C 2,4,6-tris(4-methyl-piperazin-1-yl)-1,3,5-triazine